4,4'-(oxybis(methylene))bis(methylcyclohexane) O(CC1CCC(CC1)C)CC1CCC(CC1)C